ClC1C2N(CCCOC12)C1=NC(=NC=2C1=CCN(C2F)Cl)OC([2H])([2H])[C@]21CCCN1C[C@@H](C2)F 8-chloro-6-(7-chloro-8-fluoro-2-(((2R,7aS)-2-fluorotetrahydro-1H-pyrrolizin-7a(5H)-yl)methoxy-d2)pyrido[4,3]pyrimidin-4-yl)-2-oxa-6-azabicyclo[5.1.0]octane